3-bromo-5-(2,2-dichlorocyclopropyl)benzonitrile BrC=1C=C(C#N)C=C(C1)C1C(C1)(Cl)Cl